aziridine-1-carboxylate N1(CC1)C(=O)[O-]